2-methyl-4'-(methylsulfanyl)-2-morpholino-propiophenone CC(C(=O)C1=CC=C(C=C1)SC)(C)N1CCOCC1